3,3'-(5-methylthiophene-2,4-diyl)bis(prop-2-yn-1-amine) CC1=C(C=C(S1)C#CCN)C#CCN